ClC1=NC(=CC(=C1)C1=C(C=C(C#N)C=C1)C1=NN(C=C1C)COCC[Si](C)(C)C)C1CC1 4-(2-chloro-6-cyclopropylpyridin-4-yl)-3-[4-methyl-1-(2-trimethylsilylethoxymethyl)pyrazol-3-yl]benzonitrile